N-vinyl-2-piperidinone C(=C)N1C(CCCC1)=O